FC(C1=CC=C(C=C1)N1N=NC(=C1COC1=CC=C(N=N1)N1CC(NCC1C)=O)C)F 4-(6-((1-(4-(Difluoromethyl)phenyl)-4-methyl-1H-1,2,3-triazol-5-yl)methoxy)pyridazine-3-yl)-5-methylpiperazin-2-one